C(C)(C)(C)OC(=O)N1C2C(CCC1CCC2)F 2-fluoro-9-azabicyclo[3.3.1]Nonane-9-carboxylic acid tert-butyl ester